magnesium hydroxide, ammonium salt [NH4+].[OH-].[Mg]